C(=C/CCCC)/C1=CC=CC=C1 (Z)-hex-1-en-1-ylbenzene